FC=1C=C(C=CC1F)NC(=O)C=1N(C(=C(C1C)C(C(=O)NC(C#C)(C)C)=O)C)C N-(3,4-difluorophenyl)-4-[2-(1,1-dimethylprop-2-ynylamino)-2-oxo-acetyl]-1,3,5-trimethyl-pyrrole-2-carboxamide